3-hydroxy-N-methyl-N-phenylbicyclo[1.1.1]pentane-1-carboxamide OC12CC(C1)(C2)C(=O)N(C2=CC=CC=C2)C